O1CCOC12CCN(CC2)C2CC1(C2)CCC(CC1)C(=O)OCC 1-Ethyl 2-(1,4-dioxa-8-azaspiro[4.5]decan-8-yl)spiro[3.5]nonane-7-carboxylate